OC[C@H]([C@@H]1[C@@H]([C@@H](CC(O)(O1)C(=O)O)O)O)O (6R)-6-(hydroxymethyl)-1-carboxy-2-deoxy-D-lyxo-hexopyranose